O=C(C(N1C=CC=2C=CC=NC2C1=O)NC=O)C1=CC=C(C=C1)C(F)(F)F N-[2-Oxo-1-(8-oxo-7,8-dihydro-1,7-naphthyridin-7-yl)-2-[4-(trifluoromethyl)phenyl]ethyl]formamide